4-(2-cyano-4-(1H-imidazol-1-yl)phenyl)isoindoline-2-carbonitrile C(#N)C1=C(C=CC(=C1)N1C=NC=C1)C1=C2CN(CC2=CC=C1)C#N